9,10-dioxo-9,10-dihydroanthracene-2-sulfonate O=C1C2=CC=CC=C2C(C=2C=CC(=CC12)S(=O)(=O)[O-])=O